ClC1=C(C=CC=2N=C(SC21)CC)B2OC(C(O2)(C)C)(C)C 7-chloro-2-ethyl-6-(4,4,5,5-tetramethyl-1,3,2-dioxaborolan-2-yl)benzo[d]thiazole